N2-(tert-Butoxycarbonyl)-N5-methyl-L-glutamine C(C)(C)(C)OC(=O)N[C@@H](CCC(NC)=O)C(=O)O